C(#N)C(C(=O)OOC)=C Methoxy cyanoacrylate